1-(5-(tert-butyl)-1-methyl-1H-pyrazol-3-yl)-3-(2-(thieno[3,2-d]pyrimidine-4-carbonyl)-2-azaspiro[3.3]heptan-6-yl)urea C(C)(C)(C)C1=CC(=NN1C)NC(=O)NC1CC2(CN(C2)C(=O)C=2C3=C(N=CN2)C=CS3)C1